methyl 2-((2-chloro-6-(trifluoromethyl)pyridin-4-yl)thio)acetate ClC1=NC(=CC(=C1)SCC(=O)OC)C(F)(F)F